N-(4-(4-amino-1-ethyl-7-(4(S)-(oxetan-3-ylamino)cyclohex-1-en-1-yl)-1H-pyrazolo[4,3-c]pyridin-3-yl)-2,5-difluorophenyl)-1-(2-chlorophenyl)methanesulfonamide NC1=NC=C(C2=C1C(=NN2CC)C2=CC(=C(C=C2F)NS(=O)(=O)CC2=C(C=CC=C2)Cl)F)C2=CC[C@H](CC2)NC2COC2